(2-[(ethoxydimethylsilyl)methoxy]-5-hydroxyphenyl)tri(p-tolyl)phosphonium bromide [Br-].C(C)O[Si](C)(C)COC1=C(C=C(C=C1)O)[P+](C1=CC=C(C=C1)C)(C1=CC=C(C=C1)C)C1=CC=C(C=C1)C